n-butylammonium 2-ethyl-butyrate C(C)C(C(=O)[O-])CC.C(CCC)[NH3+]